4-(trifluoro-methoxy)benzaldehyde FC(OC1=CC=C(C=O)C=C1)(F)F